3-(6-bromo-3-indolyl)propionic acid BrC1=CC=C2C(=CNC2=C1)CCC(=O)O